CC(C(=O)O[C@H]1C[C@H](C=C2C=C[C@@H]([C@@H]([C@@H]12)CC[C@H](C[C@H](CC(=O)O)O)O)C)C)(CC)C (3R,5R)-7-[(1S,2S,6R,8S,8aR)-8-(2,2-dimethylbutanoyloxy)-2,6-dimethyl-1,2,6,7,8,8a-hexahydronaphthalen-1-yl]-3,5-dihydroxyheptanoic acid